ClC1=CC=C2C(=N1)N(C(=C2)C2=NC=1C(=CC=3CCN(C(C3C1)=O)C[C@@H](C)NC(OC(C)(C)C)=O)N2C)CC2CC2 tert-butyl (R)-(1-(2-(6-chloro-1-(cyclopropylmethyl)-1H-pyrrolo[2,3-b]pyridin-2-yl)-1-methyl-5-oxo-1,5,7,8-tetrahydro-6H-imidazo[4,5-g]isoquinolin-6-yl)propan-2-yl)carbamate